C(C)(C)(C)NC(CN(C)C=1C2=C(N=C(N1)C1=NC=C(C=C1)F)CCC2)=O N-tert-butyl-2-{[2-(5-fluoropyridin-2-yl)-5H,6H,7H-cyclopenta[d]pyrimidin-4-yl](methyl)amino}acetamide